Heptyl N-(3-aminoadamantan-1-yl)carbamate NC12CC3(CC(CC(C1)C3)C2)NC(OCCCCCCC)=O